5,6-dimethylpyrazolo[1,5-a]pyrimidine-3,7-diamine CC1=NC=2N(C(=C1C)N)N=CC2N